ClC=1C=C(C=C(C1CC1=CC(=C(C=C1)OCOC)C(C)C)Cl)O 3,5-dichloro-4-(3-isopropyl-4-(methoxymethyloxy)benzyl)phenol